N1C(CCCC1)=O 2-PIPERIDONE